O1C(CC1)CN1C(=NC2=C1C=CC=C2)C(=O)O 1-(oxetan-2-ylmethyl)-1H-benzo[d]imidazole-2-carboxylic acid